O1N=C(C=C1)CNC(C1=CC(=CC=C1)CNC1=NC=C(C2=C1CCO2)C2=CC=NC=C2)=O N-(isoxazol-3-ylmethyl)-3-(((7-(pyridin-4-yl)-2,3-dihydrofuro[3,2-c]pyridin-4-yl)amino)methyl)benzamide